FC1(CCN(CC1)C=1N=C(C2=C(N1)N=CC=C2)N2C(CC2)C2=C(C=CC=C2)C(F)(F)F)F 2-(4,4-difluoropiperidin-1-yl)-4-(2-(2-(trifluoromethyl)phenyl)azetidin-1-yl)pyrido[2,3-d]pyrimidine